O1C(=NC2=C1C=CC=C2)CSC=2NC(C1=C(N2)N(N=C1)C1CCSCC1)=O 6-((benzo[d]oxazol-2-ylmethyl)thio)-1-(tetrahydro-2H-thiopyran-4-yl)-1,5-dihydro-4H-pyrazolo[3,4-d]pyrimidin-4-one